CS(=O)(=O)CC1CN(C1)C=1C=CC(=C2C=C(N=CC12)NC1=NC(=NC=C1)N1CCC2(CCO2)CC1)[C@H](CO)C (2R)-2-{8-[3-(methanesulfonylmeth-yl)azetidin-1-yl]-3-[(2-{1-oxa-7-azaspiro[3.5]nonan-7-yl}pyrimidin-4-yl)amino]isoquinolin-5-yl}propan-1-ol